ClCCN1CCCCCC1 1-(2-Chloroethyl)azepane